5-{[(2-chloro-6-azaphenyl)methyl]sulfonylamino}-1,3-thiazole-4-carboxylic acid ClC1=C(N=CC=C1)CS(=O)(=O)NC1=C(N=CS1)C(=O)O